NC=1CC(=CC2=C(N1)C=CS2)C(=O)N(CCC)CC2=CC=C(C=C2)CN 5-amino-N-(4-(aminomethyl)benzyl)-N-propyl-6H-thieno[3,2-b]azepin-7-carboxamide